ClC1=C(C=CC(=C1)Cl)\C=1\CCCC2=C(/C1/C1=CC=C(C=C1)C(=NOC)C1CN(C1)CCCF)C=CC(=C2)C(=O)O (E)-8-(2,4-Dichlorophenyl)-9-(4-((1-(3-fluoropropyl)azetidin-3-yl)(methoxyimino)methyl)phenyl)-6,7-dihydro-5H-benzo[7]annulene-3-carboxylic acid